6-Fluoro-4-{4-[(3-fluoro-5-methylphenyl)methyl]piperazin-1-yl}-1-methyl-3-(pyridin-4-yl)-1,2-dihydrochinolin-2-on FC=1C=C2C(=C(C(N(C2=CC1)C)=O)C1=CC=NC=C1)N1CCN(CC1)CC1=CC(=CC(=C1)C)F